[1,4]oxazoline O1C=CNC1